1,3-bis(trimethoxysilylpropyl)benzene tert-butyl-(2R,5S)-5-[2-(4-chloro-3-fluorophenoxy)acetamido]-2-[5-(4-chlorophenyl)-1,3,4-oxadiazol-2-yl]piperidine-1-carboxylate C(C)(C)(C)OC(=O)N1[C@H](CC[C@@H](C1)NC(COC1=CC(=C(C=C1)Cl)F)=O)C=1OC(=NN1)C1=CC=C(C=C1)Cl.CO[Si](OC)(OC)CCCC1=CC(=CC=C1)CCC[Si](OC)(OC)OC